N1C(=NCC1)C1=C(OCC=2C=C(C#N)C=CC2)C=C(C=C1)OCC1=C(C(=CC=C1)C1=CC=CC=C1)C 3-[[2-(4,5-dihydro-1H-imidazol-2-yl)-5-[(2-methyl-3-phenyl-phenyl)methoxy]phenoxy]methyl]benzonitrile